tert-butyl 18-(4-((tert-butoxycarbonyl)amino)butyl)-21-(4-(4-(4-isobutylphenyl)butan-amido)butyl)-3,16,19-trioxo-1-phenyl-2,7,10,13-tetraoxa-4,17,20-triazadocosan-22-oate C(C)(C)(C)OC(=O)NCCCCC(NC(CCOCCOCCOCCNC(OCC1=CC=CC=C1)=O)=O)C(NC(C(=O)OC(C)(C)C)CCCCNC(CCCC1=CC=C(C=C1)CC(C)C)=O)=O